N[C@@H](C(=O)NC1=CC=C(C=C1)OC)CC1=CC=CC=C1 (R)-2-amino-3-phenyl-N-(4-methoxyphenyl)-propionamide